O1CCN(CC1)C=1OC=2C(=NC(=C(C2)[N+](=O)[O-])N2C[C@H](CC2)NC(OC(C)(C)C)=O)N1 tert-butyl (S)-(1-(2-morpholino-6-nitrooxazolo[4,5-b]pyridin-5-yl)pyrrolidin-3-yl)carbamate